2-methyl-4,6-bis(trichloromethyl)triazine CN1NC(=CC(=N1)C(Cl)(Cl)Cl)C(Cl)(Cl)Cl